alpha-chloro-p-methylacetophenone ClCC(=O)C1=CC=C(C=C1)C